trans-3,4-hexanediol CCC(C(CC)O)O